3-sulfobenzylammonium hydroxide [OH-].S(=O)(=O)(O)C=1C=C(C[NH3+])C=CC1